N,N-dimethyl-1-(1-(((4-(2-methylazepan-1-yl)-6,7-dihydro-5H-pyrrolo[3,4-d]pyrimidin-2-yl)oxy)methyl)cyclopropyl)methanamine CN(CC1(CC1)COC=1N=C(C2=C(N1)CNC2)N2C(CCCCC2)C)C